tertiary-octyl-acrylamide C(C)(C)(CC(C)(C)C)C(C(=O)N)=C